(3S,4S)-tert-butyl 4-(3-fluorophenyl)-3-nitro-3,4-dihydropyridine-1(2H)-carboxylate FC=1C=C(C=CC1)[C@H]1[C@@H](CN(C=C1)C(=O)OC(C)(C)C)[N+](=O)[O-]